C(C=C)N1C2=C(N(C([C@H](CC1)NC1=C(C#N)C(=CC(=N1)C)C(F)(F)F)=O)C)C=CC(=C2)F (S)-2-((6-allyl-8-fluoro-1-methyl-2-oxo-1,2,3,4,5,6-hexahydrobenzo[b][1,4]diazocin-3-yl)amino)-6-methyl-4-(trifluoromethyl)nicotinonitrile